C(C)O/C=C/C1=CC(N(C=C1)C(C(=O)[O-])CCC(C)C)=O 4-[(E)-2-ethoxyethenyl]-2-oxopyridin-1-yl-5-methylhexanoate